C(C)(C)C1=C(C(=CC=C1)C(C)C)N=C(C)C(C)=NC1=C(C=CC=C1C(C)C)C(C)C 2,3-bis(2,6-di-iso-propylphenylimino)butane